Cis-3-(4-(3-Methyl-5-(1-methyl-1H-pyrazol-5-yl)piperazin-1-yl)pyrimidin-2-yl)-6-(trifluoromethyl)imidazo[1,2-a]pyrazine C[C@@H]1CN(C[C@@H](N1)C1=CC=NN1C)C1=NC(=NC=C1)C1=CN=C2N1C=C(N=C2)C(F)(F)F